CC1=C(C2=C(N=CN=C2NC2(CC2)C)O1)C(=O)NCC1=NC=C(N=C1)C 6-methyl-4-[(1-methylcyclopropyl)amino]-N-[(5-methylpyrazin-2-yl)methyl]furo[2,3-d]pyrimidine-5-carboxamide